C(C)NCC1=CC(=C(C(=C1)F)N1C=NC(=C1)C1=NC(=NC=C1C(F)(F)F)N[C@H]1[C@@H](CN(CC1)S(=O)(=O)C)F)F 4-(1-(4-((ethylamino)methyl)-2,6-difluorophenyl)-1H-imidazol-4-yl)-N-((3r,4r)-3-fluoro-1-(methylsulfonyl)piperidin-4-yl)-5-(trifluoromethyl)pyrimidin-2-amine